3-[P,P-dimethyl-P-dodecylphosphonio]-propane-1-phosphonate C[P+](CCCCCCCCCCCC)(C)CCCP([O-])(=O)[O-]